Ethyl 5-(3-ethoxy-3-oxopropanamido)-1H-pyrazole-3-carboxylate C(C)OC(CC(=O)NC1=CC(=NN1)C(=O)OCC)=O